FC1=C(C=C2C=CC=NC2=C1)CN[C@H]1[C@H]([C@H]([C@@H](CC1)NCC=1C=2N(C=CC1)C=CN2)O)O (1S,2R,3R,6R)-3-(((7-Fluoroquinolin-6-yl)methyl)amino)-6-((imidazo[1,2-a]pyridin-8-ylmethyl)amino)cyclohexane-1,2-diol